[N+](=O)([O-])C1=C(N)C(=CC=C1)OCCC 2-nitro-6-propoxy-aniline